CC1=CC=CC(=N1)C=1C=C(C=CC1)C1=CC(=NC=C1N1C2=CC=C(C=C2C=2C=C(C=CC12)N(C1=CC=CC=C1)C1=CC=CC=C1)N(C1=CC=CC=C1)C1=CC=CC=C1)N1C2=CC=C(C=C2C=2C=C(C=CC12)N(C1=CC=CC=C1)C1=CC=CC=C1)N(C1=CC=CC=C1)C1=CC=CC=C1 9,9'-(4-(3-(6-methylpyridin-2-yl)phenyl)pyridine-2,5-diyl)bis(N3,N3,N6,N6-tetraphenyl-9H-carbazole-3,6-diamine)